FC=1C=CC(=C(CBr)C1)OCC(C)(C)O 5-fluoro-2-(2-hydroxy-2-methylpropoxy)benzyl bromide